4-(6-(dichloro(methyl)silyl)hexyl)-N,N-dimethylaniline Cl[Si](CCCCCCC1=CC=C(N(C)C)C=C1)(C)Cl